Cl.NCCC(=O)OC methyl 3-aminopropanoate hydrochloride